FC1=CC=C(C(=O)N2[C@@H](C=3N(CC2)C(=NC3C=3CCN(CC3)C(=O)[O-])C3=NC(=NS3)C)C)C=C1 (R)-4-(7-(4-fluorobenzoyl)-8-methyl-3-(3-methyl-1,2,4-thiadiazol-5-yl)-5,6,7,8-Tetrahydroimidazo[1,5-a]pyrazin-1-yl)-3,6-dihydropyridine-1(2H)-carboxylate